terphenylglycidyl ether C=1(C(=CC=CC1)C1C(COCC2C(O2)C=2C(=CC=CC2)C=2C(=CC=CC2)C2=CC=CC=C2)O1)C=1C(=CC=CC1)C1=CC=CC=C1